O(CC)O ethoxyl alcohol